NC1=C(C=C(C=C1)C1=CC(=C(C=C1)N)C(F)(F)F)C(F)(F)F 4,4'-diamino-3,3'-bis(trifluoromethyl)biphenyl